C(C)OCCOCCOC1=CC=C(C=C1)C[C@@H](C(=O)O)N1CCN(CCN(CCN(CC1)CC(=O)O)CC(=O)O)CC(=O)O (2S)-3-{4-[2-(2-ethoxyethoxy)ethoxy]phenyl}-2-[4,7,10-tris(carboxymethyl)-1,4,7,10-tetraaza-cyclododecan-1-yl]propanoic acid